BrC1=C(C=C2C(=NC(=NC2=C1F)OC[C@H]1N(CCC1)C)N1CCN(CC1)C(=O)OC(C)(C)C)Cl tert-butyl 4-[7-bromo-6-chloro-8-fluoro-2-[[(2S)-1-methylpyrrolidin-2-yl]methoxy]quinazolin-4-yl]piperazine-1-carboxylate